NC(CC[C@@H](C1=CC=CC=C1)NC(=O)N1CC2=CC(=CC(=C2CC1)C1=CC=C(C=C1)C(F)(F)F)N(CC)CC)=O (S)-N-(4-amino-4-oxo-1-phenylbutyl)-7-(diethylamino)-5-(4-(trifluoromethyl)phenyl)-3,4-dihydroisoquinoline-2(1H)-carboxamide